4-(6-(4-(1-phenyl-1H-phenanthro[9,10-d]imidazol-2-yl)phenyl)-9-propyl-9H-carbazole-3-yl)benzonitrile C1(=CC=CC=C1)N1C(=NC2=C1C1=CC=CC=C1C=1C=CC=CC12)C1=CC=C(C=C1)C=1C=C2C=3C=C(C=CC3N(C2=CC1)CCC)C1=CC=C(C#N)C=C1